C(C)(C)(C)OC(=O)N1C[C@@H]2N(CC1)CCNC2=O (S)-9-oxo-octahydro-2H-pyrazino[1,2-a]pyrazine-2-carboxylic acid tert-butyl ester